2-(3-fluoro-4-(trifluoromethyl)benzyl)-1-oxo-6-(2-(trifluoromethyl)phenyl)-1,4-dihydro-2H-spiro[isoquinoline-3,3'-oxetane]-4-carboxylic acid FC=1C=C(CN2C(C3=CC=C(C=C3C(C23COC3)C(=O)O)C3=C(C=CC=C3)C(F)(F)F)=O)C=CC1C(F)(F)F